C(C1=CC=CC=C1)N(C(O)=O)[C@@H](C(C1CC1)C1CC1)C=1OC2=C(N1)C=C(C=C2)CN2C(N[C@@H](C2)C(F)(F)F)=O.C(C)(C)(C)NCCOCCOCCOCCOCCNC(C)(C)C 1,2-bis-(t-butylaminoethoxyethoxy)ethane benzyl-((S)-2,2-dicyclopropyl-1-(5-(((S)-2-oxo-4-(trifluoromethyl)imidazolidin-1-yl)methyl)benzo[d]oxazol-2-yl)ethyl)carbamate